OC1CCC(CC1)NC(=O)C=1C=C(C2=C([C@@](CO2)(C2=CC=CC=C2)C)C1)C(=O)NC |o1:15| (S*)-N5-((1r,4s)-4-Hydroxycyclohexyl)-N7,3-dimethyl-3-phenyl-2,3-dihydrobenzofuran-5,7-dicarboxamide